N-[(2-isopropyl-5-methyl-1,2,4-triazol-3-yl)methyl]2-methylpropane-2-sulfinamide C(C)(C)N1N=C(N=C1CNS(=O)C(C)(C)C)C